dimethyldioctadecylammonium phosphate P(=O)([O-])([O-])[O-].C[N+](CCCCCCCCCCCCCCCCCC)(CCCCCCCCCCCCCCCCCC)C.C[N+](C)(CCCCCCCCCCCCCCCCCC)CCCCCCCCCCCCCCCCCC.C[N+](C)(CCCCCCCCCCCCCCCCCC)CCCCCCCCCCCCCCCCCC